N-[(5-methyl-1,2-oxazol-3-yl)methyl]-5-(pyridine-3-sulfonyl)-1H,2H,3H,4H,5H,6H-pyrrolo[3,4-c]pyrrole-2-carboxamide CC1=CC(=NO1)CNC(=O)N1CC=2CN(CC2C1)S(=O)(=O)C=1C=NC=CC1